C1=C(C=CC=2SC3=C(C21)C=CC=C3)C=3C(=CC=C(C3C3=CC=CC=C3)C3=CC=CC=C3)C3=CC=NC=C3 6'-(dibenzo[b,d]thiophen-2-yl)-5'-(pyridin-4-yl)-[1,1':2',1''-terphenyl]